2-(2,4-Dichloro-phenyl)-5-ethyl-1-[4-(4-hydroxy-but-1-ynyl)-phenyl]-1H-imidazole-4-carboxylic acid morpholin-4-ylamide N1(CCOCC1)NC(=O)C=1N=C(N(C1CC)C1=CC=C(C=C1)C#CCCO)C1=C(C=C(C=C1)Cl)Cl